4-chloro-3-((3-oxo-1-oxa-8-azaspiro[4.5]decan-8-yl)sulfonyl)benzonitrile ClC1=C(C=C(C#N)C=C1)S(=O)(=O)N1CCC2(CC(CO2)=O)CC1